Ribosyl-Nicotinamide Butyl-N-[2-[2-(4-azidobutyloxy)ethoxy]ethyl]carbamate C(CCC)OC(NCCOCCOCCCCN=[N+]=[N-])=O.C1([C@H](O)[C@H](O)[C@H](O1)CO)C1=C(C(=O)N)C=CC=N1